6-chloro-3-[1-[2-(4,4-difluoropiperidin-1-yl)-3,6-dimethyl-4-oxoquinazolin-8-yl]ethyl-amino]pyridine-2-carboxylic acid ClC1=CC=C(C(=N1)C(=O)O)NC(C)C=1C=C(C=C2C(N(C(=NC12)N1CCC(CC1)(F)F)C)=O)C